C[C@@H]1CN(C[C@H](O1)C)CCN 2-[(2R,6R)-2,6-dimethylmorpholin-4-yl]ethanamine